8'-bromo-2-methyl-4'H-spiro[cyclopropane-1,5'-naphtho[2,1-d]isoxazol]-3'-amine BrC1=CC=C2C3(CC=4C(=NOC4C2=C1)N)C(C3)C